2-[2-[2-[4-[(2-chloro-9-methyl-purin-6-yl)amino]-3-methoxy-pyrazol-1-yl]ethoxy]ethoxy]ethanol ClC1=NC(=C2N=CN(C2=N1)C)NC=1C(=NN(C1)CCOCCOCCO)OC